(S)-3-(5-(4-((1-(4-((3S,4R)-3-cyclohexyl-7-hydroxyisochroman-4-yl)phenyl)piperidin-4-yl)methyl)piperazin-1-yl)-1-oxoisoindolin-2-yl)piperidine-2,6-dione C1(CCCCC1)[C@@H]1OCC2=CC(=CC=C2[C@H]1C1=CC=C(C=C1)N1CCC(CC1)CN1CCN(CC1)C=1C=C2CN(C(C2=CC1)=O)[C@@H]1C(NC(CC1)=O)=O)O